tert-butyl (6-chloropyridin-2-yl)aminocarboxylate ClC1=CC=CC(=N1)NC(=O)OC(C)(C)C